(R)-N2-(3,3-Difluoro-1-methylpiperidin-4-yl)-5-(3-(2-fluoroethyl)-3H-imidazo[4,5-b]pyridin-5-yl)-N4-methylpyrrolo[2,1-f][1,2,4]triazine-2,4-diamine FC1(CN(CC[C@H]1NC1=NN2C(C(=N1)NC)=C(C=C2)C2=CC=C1C(=N2)N(C=N1)CCF)C)F